trans-cinnamamide C(\C=C\C1=CC=CC=C1)(=O)N